O=C1NC(CCC1N1C(C2=CC=C(C=C2C1=O)NCCCN1CCN(CCC1)CCCC1=CC=C(C=C1)/C(=C(/CC)\C1=CC=CC=C1)/C1=CC=C(C=C1)O)=O)=O (E)-2-(2,6-dioxopiperidin-3-yl)-5-((3-(4-(3-(4-(1-(4-hydroxyphenyl)-2-phenylbut-1-en-1-yl)phenyl)propyl)-1,4-diazepan-1-yl)propyl)amino)isoindoline-1,3-dione